N2-(6-(piperazin-1-yl)pyridin-3-yl)-8-(pyridin-2-yl)quinazoline-2,4-diamine N1(CCNCC1)C1=CC=C(C=N1)NC1=NC2=C(C=CC=C2C(=N1)N)C1=NC=CC=C1